(S)-N-(4-((4-(4-Aminopyrimidin-2-yl)-1-methyl-1H-pyrazol-5-yl)oxy)butan-2-yl)-6'-chloro-5-((3,3-difluoroazetidin-1-yl)methyl)-3-fluoro-[2,3'-bipyridin]-4'-amine NC1=NC(=NC=C1)C=1C=NN(C1OCC[C@H](C)NC1=C(C=NC(=C1)Cl)C1=NC=C(C=C1F)CN1CC(C1)(F)F)C